C1=CC(=CC2=NC3=CC=CC=C3N=C12)C#N Phenazine-3-carbonitrile